NC1=CC(=C(C=C1)C=1CCN(CC1)C(=O)OC(C)(C)C)Br tert-butyl 4-(4-amino-2-bromo-phenyl)-3,6-dihydro-2H-pyridine-1-carboxylate